C/C(/CCC=O)=C\CCC(C=C)C (4E)-4,8-dimethyldecan-4,9-dienal